C(C)(=O)C1=CC(=CN2C1=NC(=C(C2=O)C#N)N2CCCCC2)C 9-acetyl-7-methyl-4-oxo-2-(piperidin-1-yl)-4H-pyrido[1,2-a]pyrimidine-3-carbonitrile